FC(OCC[C@@H](CB1OC(C(O1)(C)C)(C)C)NC(OC(C)(C)C)=O)F tert-butyl (R)-(4-(difluoromethoxy)-1-(4,4,5,5-tetramethyl-1,3,2-dioxaborolan-2-yl)butan-2-yl)carbamate